chloro-4-fluorotoluene C1=CC(=CC=C1CCl)F